tert-butyl 3-[4-[2-[(2S)-2-methylazetidin-1-yl]-6,7-dihydro-5H-cyclopenta[d]pyrimidin-4-yl]triazol-1-yl]azetidine-1-carboxylate C[C@@H]1N(CC1)C=1N=C(C2=C(N1)CCC2)C=2N=NN(C2)C2CN(C2)C(=O)OC(C)(C)C